ClC1=CC2=C(C=N1)C(=NN2C=2C(=CC1=C(OCCN1C(=O)OC(C)(C)C)C2)OC)N2C(OC(C2)CCN2C(C1=CC=CC=C1C2=O)=O)=O tert-Butyl 7-(6-chloro-3-(5-(2-(1,3-dioxoisoindolin-2-yl)ethyl)-2-oxooxazolidin-3-yl)-1H-pyrazolo[4,3-c]pyridin-1-yl)-6-methoxy-2,3-dihydro-4H-benzo[b][1,4]oxazine-4-carboxylate